OCCCNC(=O)C1=NN(C2=CC=CC=C12)COCC[Si](C)(C)C N-(3-hydroxypropyl)-1-((2-(trimethylsilyl)ethoxy)methyl)-1H-indazole-3-carboxamide